[C@H]12CN(C[C@H](CC1)N2)C=2C1=C(N=C(N2)OCC23CCCN3CCC2)C(=C(N=C1)C1=C(C=CC=C1)C)F 4-((1R,5S)-3,8-diazabicyclo[3.2.1]octan-3-yl)-8-fluoro-2-((hexahydro-1H-pyrrolizin-7a-yl)methoxy)-7-(o-tolyl)pyrido[4,3-d]pyrimidine